2-(5-chloropyridin-3-yl)acrylamide ClC=1C=C(C=NC1)C(C(=O)N)=C